2-(4-methoxyphenyl)-3-(phenylseleno)indole ethyl-7-cyclobutyl-2-methoxy-8-(5-phenyl-1,3,4-thiadiazol-2-yl)quinoline-3-carboxylate C(C)OC(=O)C=1C(=NC2=C(C(=CC=C2C1)C1CCC1)C=1SC(=NN1)C1=CC=CC=C1)OC.COC1=CC=C(C=C1)C=1NC2=CC=CC=C2C1[Se]C1=CC=CC=C1